CC1NCC1C 2,3-dimethylazetidine